C(=O)[O-].C(C)[N+]1=CC(C2=CC=CC=C12)(C)C 1-ethyl-3,3-dimethyl-3H-indol-1-ium formate salt